(S)-2-((1-((1,1-bis(4-methylphenyl)prop-1-en-2-yl)amino)-1-oxopropan-2-yl)carbamoyl)-4-methoxypyridin-3-yl butyrate C(CCC)(=O)OC=1C(=NC=CC1OC)C(N[C@H](C(=O)NC(=C(C1=CC=C(C=C1)C)C1=CC=C(C=C1)C)C)C)=O